spiro[cyclopropane-1,7'-pyrimido[4,5-e][1,4]diazepine] N1=CN=CC2=C1N=CC1(N=C2)CC1